methyl-N-(p-toluenesulfonyl)cyclopropylglycine CC(N(S(=O)(=O)C1=CC=C(C)C=C1)C1CC1)C(=O)O